C(C)N(C(C1=C(C=CC(=C1)F)C=1C=C(N2C1C=NC=C2C)OC2CN(C2)C(C(C)C)CCCN2CCN(CC2)CCO)=O)C(C)C N-ethyl-5-fluoro-2-{6-[(1-{6-[4-(2-hydroxyethyl)piperazin-1-yl]-2-methylhexan-3-yl}azetidin-3-yl)oxy]-4-methylpyrrolo[1,2-a]pyrazin-8-yl}-N-(isopropyl)benzamide